Butanone CC(CC)=O